ClC=1C=C(C(=NC1)N1C([C@@H](N(C(C1)=O)CC1=CC=C(C=C1)Cl)C12CC(C1)(C2)O)=O)F (S)-1-(5-chloro-3-fluoro-pyridin-2-yl)-4-(4-chloro-benzyl)-3-(3-hydroxy-bicyclo[1.1.1]pentan-1-yl)piperazine-2,5-dione